3-(N-(2-(5-chlorothiophen-2-yl)-5-(trifluoromethyl)phenyl)sulfamoyl)-4-methoxybenzoic acid ClC1=CC=C(S1)C1=C(C=C(C=C1)C(F)(F)F)NS(=O)(=O)C=1C=C(C(=O)O)C=CC1OC